[Si](C)(C)(C(C)(C)C)OC(CCCO)O (2R)-t-Butyldimethylsilanyloxy-1,4-butanediol